ethyl (R)-3-(5-cyano-1H-imidazol-1-yl)-2-hydroxypropionate C(#N)C1=CN=CN1C[C@H](C(=O)OCC)O